6-chloro-3-isopropyl-3-methyl-2,3-dihydroimidazo[1,5-a]pyridine-1,5-dione ClC1=CC=C2N(C1=O)C(NC2=O)(C)C(C)C